CN(C1CCC(CC1)NC=1N=CC2=C(N1)N(C(C(=C2)C2=CC=C(C=N2)NS(=O)(=O)CCC(F)(F)F)=O)C(C)C)C N-(6-(2-(((1r,4r)-4-(dimethylamino)cyclohexyl)amino)-8-isopropyl-7-oxo-7,8-dihydropyrido[2,3-d]-pyrimidin-6-yl)pyridin-3-yl)-3,3,3-trifluoro-propane-1-sulfonamide